alpha-ribose mesylate S(C)(=O)(=O)O.O[C@@H]1[C@H](O)[C@H](O)[C@H](O1)CO